BrC1=NC(=CC(=N1)NC1=NC(=NC=C1)N1C2CC(C1)(C2)CNC)C2CCCC2 Bromo-6-cyclopentyl-N-[2-[4-(methylaminomethyl)-2-azabicyclo[2.1.1]hexan-2-yl]pyrimidin-4-yl]pyrimidin-4-amine